ClC1=CC(=C2C(=NC=NN21)N2CC1(C2)CC(C1)N(S(=O)(=O)N)CC1CCC(CC1)C(F)(F)F)C N-(2-(7-chloro-5-methylpyrrolo[2,1-f][1,2,4]triazin-4-yl)-2-azaspiro[3.3]heptan-6-yl)-N-((4-(trifluoromethyl)cyclohexyl)methyl)sulfamide